S1C(=CC=C1/C=C(/C(=O)O)\C#N)C=1SC=CC1 (E)-3-(2,2'-bithiophen-5-yl)-2-cyanoacrylic acid